2-(5-amino-2-(furan-2-yl)-7H-pyrazolo[4,3-e][1,2,4]triazolo[1,5-c]pyrimidin-7-yl)-N-(2-(2-methoxyethoxy)ethyl)-2-phenylpropanamide NC1=NC2=C(C=3N1N=C(N3)C=3OC=CC3)C=NN2C(C(=O)NCCOCCOC)(C)C2=CC=CC=C2